C1(CC1)C=1N=CC2=C(N1)NC=C2C=2C=CC=1N(C2)C(=CN1)C(F)F 2-cyclopropyl-5-(3-(difluoromethyl)imidazo[1,2-a]pyridin-6-yl)-7H-pyrrolo[2,3-d]pyrimidine